CO/C(=C/C(SCCNC(CCNC([C@@H](C(CO)(C)C)O)=O)=O)=O)/C (R)-S-(2-(3-(2,4-dihydroxy-3,3-dimethylbutanamido)propanamido)ethyl) (E)-3-methoxybut-2-enethioate